F[Mn+].[NH4+] ammonium fluoromanganese